BrC1=NC=CC(=N1)C1=CN=NC=C1 4-(2-bromopyrimidin-4-yl)pyridazine